FC1=C(SC(=C1)I)C(=O)OC methyl 3-fluoro-5-iodothiophene-2-carboxylate